C(C)N(CC(=O)N1[C@H](CN([C@@H](C1)C)C1=CN=C(S1)C1=NNC(=C1C(C)C)C=1C=C(C=2N(C1)N=CN2)OC)C)CC 2-(diethylamino)-1-((2S,5R)-4-(2-(4-isopropyl-5-(8-methoxy-[1,2,4]triazolo[1,5-a]pyridin-6-yl)-1H-pyrazol-3-yl)thiazol-5-yl)-2,5-dimethylpiperazin-1-yl)ethan-1-one